C(C=C(C)C)C1=C(C=2C(C[C@H](OC2C=C1O)C1=CC=C(O)C=C1)=O)O 6-Prenylnaringenin